4-(tert-butoxy)-6,8-difluoro-7-(3-(methoxymethoxy)-8-((triisopropylsilyl)ethynyl)naphthalen-1-yl)-2-(methylsulfonyl)quinazoline C(C)(C)(C)OC1=NC(=NC2=C(C(=C(C=C12)F)C1=CC(=CC2=CC=CC(=C12)C#C[Si](C(C)C)(C(C)C)C(C)C)OCOC)F)S(=O)(=O)C